(rac)-3-[1-(4,5-dimethyl-1,3-thiazol-2-yl)ethoxy]-5-(4,4,5,5-tetramethyl-1,3,2-dioxaborolan-2-yl)pyridin-2-amine CC=1N=C(SC1C)[C@@H](C)OC=1C(=NC=C(C1)B1OC(C(O1)(C)C)(C)C)N |r|